ClC1=NC=C2C=C(CN(C2=C1)CCCN1CCCCC1)C1=CC(=CC(=C1)OC)OC 7-chloro-3-(3,5-dimethoxyphenyl)-1-(3-(piperidin-1-yl)propyl)-1,6-naphthyridine